5-(2-(3-bromophenyl)-2-oxoethoxy)-2-cyclopentylisoindolin-1-one BrC=1C=C(C=CC1)C(COC=1C=C2CN(C(C2=CC1)=O)C1CCCC1)=O